N-(5-Ethyl-1-methyl-1H-1,2,4-triazol-3-yl)-6-(1-isopropyl-1H-pyrazol-3-yl)-5-methyl-2-(1-methyl-1H-imidazol-2-yl)pyrrolo[2,1-f][1,2,4]triazin-4-amine C(C)C1=NC(=NN1C)NC1=NC(=NN2C1=C(C(=C2)C2=NN(C=C2)C(C)C)C)C=2N(C=CN2)C